4-((2-(3-amino-4-(methoxycarbonyl)phenyl)-4-(2,2-difluoroethyl)piperazin-1-yl)methyl)-5-methoxy-7-methyl-1H-indole-1-carboxylate NC=1C=C(C=CC1C(=O)OC)C1N(CCN(C1)CC(F)F)CC1=C2C=CN(C2=C(C=C1OC)C)C(=O)[O-]